carboxystearic acid CCCCCCCCCCCCCCCCC(C(=O)O)C(=O)O